2-{2-[(1H-1,3-Benzodiazol-2-ylmethyl)amino]ethyl}-N-(pyridin-2-ylmethyl)-1,3-oxazole-4-carboxamide N1C(=NC2=C1C=CC=C2)CNCCC=2OC=C(N2)C(=O)NCC2=NC=CC=C2